tungsten-iridium [Ir].[W]